(3-(Tert-butoxy)-2,2-dimethyl-3-oxopropyl)-[1,1'-biphenyl]-3-carboxylic acid C(C)(C)(C)OC(C(CC1=C(C=CC=C1C(=O)O)C1=CC=CC=C1)(C)C)=O